1-nonadecanoyl-2-heptadecanoyl-glycero-3-phospho-(1'-sn-glycerol) CCCCCCCCCCCCCCCCCCC(=O)OC[C@H](COP(=O)(O)OC[C@H](CO)O)OC(=O)CCCCCCCCCCCCCCCC